7-methyl-3H-benzimidazole-5-carbonitrile CC1=CC(=CC2=C1N=CN2)C#N